C(=CC)C1=C(C(=O)O)C=CC=C1 propenyl-benzoic acid